tert-butyl (2R)-4-methyl-5-oxo-2-[[2-oxo-1-(3-pyridyl)-2-(tetrahydropyran-4-ylamino)ethyl]-[4-(pentafluoro-λ6-sulfanyl)phenyl]carbamoyl]piperazine-1-carboxylate CN1C[C@@H](N(CC1=O)C(=O)OC(C)(C)C)C(N(C1=CC=C(C=C1)S(F)(F)(F)(F)F)C(C(NC1CCOCC1)=O)C=1C=NC=CC1)=O